C(C)(=O)[O-].C[NH+]1C(=NCCC1)C 1,2-dimethyl-5,6-dihydro-4H-pyrimidinium acetate